[1-(3-Aminopropyl)pyrazol-4-yl]-[5-[4-[6-chloro-4-(trifluoromethyl)-2-pyridyl]piperazin-1-yl]sulfonylindolin-1-yl]methanone NCCCN1N=CC(=C1)C(=O)N1CCC2=CC(=CC=C12)S(=O)(=O)N1CCN(CC1)C1=NC(=CC(=C1)C(F)(F)F)Cl